O1C(OCC1)CCC(=O)NC1=CC=CC=C1 3-(1,3-dioxolan-2-yl)-N-phenylpropionamide